(2S)-1-(3,5-difluorophenyl)-2-methylpiperazine FC=1C=C(C=C(C1)F)N1[C@H](CNCC1)C